N-((1r,4r)-4-((2,2-difluoroethyl)amino)cyclohexyl)-4-(1-methyl-1H-imidazol-5-yl)thiazole-2-carboxamide FC(CNC1CCC(CC1)NC(=O)C=1SC=C(N1)C1=CN=CN1C)F